methyl (S)-2-((tert-butoxycarbonyl)amino)-3-(4-(1-methyl-2,4-dioxo-1,5,7,8-tetrahydro-2H-pyrano[4,3-d]pyrimidin-3(4H)-yl)phenyl)propanoate C(C)(C)(C)OC(=O)N[C@H](C(=O)OC)CC1=CC=C(C=C1)N1C(N(C2=C(C1=O)COCC2)C)=O